C1(CCCCC1)CC(C(NC(C=O)CC1C(NCC1)=O)=O)NC(OC(C(C)(C)C1=CC(=CC=C1)Cl)C1=CC(=CC=C1)Cl)=O 1,2-bis(3-chlorophenyl)-2-methylpropyl (3-cyclohexyl-1-oxo-1-((1-oxo-3-(2-oxopyrrolidin-3-yl)propan-2-yl)amino)propan-2-yl)carbamate